BrC1=CC(=C2C=C(C(NC2=C1)=O)C)O 7-bromo-5-hydroxy-3-methylquinolin-2(1H)-one